(R)-5-(2-ethoxy-3-pyridinyl)-1-isopropyl-N-[tetrahydrofuran-3-yl]pyrazolo[4,3-b]pyridin-7-amine C(C)OC1=NC=CC=C1C1=CC(=C2C(=N1)C=NN2C(C)C)N[C@H]2COCC2